ClC=1C=C2C(N(C(=NC2=C(C1)C(C)NC1=C(C=CC=C1)S(=O)(=O)C)N1CCOCC1)C)=O 6-chloro-3-methyl-8-(1-((2-(methylsulfonyl)phenyl)amino)ethyl)-2-morpholinoquinazolin-4(3H)-one